2-(difluoromethoxy)-6-methylaniline FC(OC1=C(N)C(=CC=C1)C)F